FC1=C(C=C(C=C1)N(C(=O)C1=CC=2N(C(=C1)C)N=CC2)COC)OC N-(4-fluoro-3-methoxy-phenyl)-N-(methoxymethyl)-7-methyl-pyrazolo[1,5-a]pyridine-5-carboxamide